NC1=C(C2=C(C=C1)C1=NC(=CC=C1O2)F)C#N 7-amino-2-fluorobenzofuro[3,2-b]pyridine-6-carbonitrile